(E)-5-((4-(4-(2-cyanovinyl)-2,6-dimethylphenoxy)pyrimidine-2-yl)amino)-2-(4-(methylsulfonyl)piperazine-1-yl)benzonitrile C(#N)/C=C/C1=CC(=C(OC2=NC(=NC=C2)NC=2C=CC(=C(C#N)C2)N2CCN(CC2)S(=O)(=O)C)C(=C1)C)C